C[C@@H]1N(CCN(C1)C1=NC=CC=C1)C=1C=CC(=NC1)N (S)-5-(2-methyl-4-(pyridin-2-yl)piperazin-1-yl)pyridin-2-amine